2-(2-fluoro-4-((1R,2R)-6-hydroxy-2-phenyl-1,2,3,4-tetrahydronaphthalen-1-yl)-5-methoxyphenyl)-2-azaspiro[3.5]nonane-7-carbaldehyde FC1=C(C=C(C(=C1)[C@@H]1[C@@H](CCC2=CC(=CC=C12)O)C1=CC=CC=C1)OC)N1CC2(C1)CCC(CC2)C=O